Tert-butyl (S)-7-isopropyl-3-((4-(methoxycarbonyl)benzyl)carbamoyl)-5,7-dihydro-6H-pyrrolo[3,4-b]pyridine-6-carboxylate C(C)(C)[C@@H]1N(CC=2C1=NC=C(C2)C(NCC2=CC=C(C=C2)C(=O)OC)=O)C(=O)OC(C)(C)C